Allyl N-[(2R)-3-[[(2R)-3-(allyloxycarbonylamino)-2-hydroxypropyl]-[(2R)-3-(tert-butoxycarbonylamino)-2-hydroxypropyl]amino]-2-hydroxy-propyl]carbamate C(C=C)OC(=O)NC[C@H](CN(C[C@@H](CNC(OCC=C)=O)O)C[C@@H](CNC(=O)OC(C)(C)C)O)O